dimethyl-dimethylsilyl-bis(tetrahydroindenyl)zirconium CC([SiH](C)[Zr](C1CCC2CC=CC=C12)C1CCC2CC=CC=C12)C